CC1N(CCC(C1)N(C(CC)=O)C1=CC=CC=C1)CCC1=CC=CC=C1 methyl-4-(N-phenylpropionamido)-1-phenethylpiperidine